(2Z,4E)-3-hydroxy-1-(4-iodophenyl)-5-(4-methoxyphenyl)penta-2,4-dien-1-one O\C(=C/C(=O)C1=CC=C(C=C1)I)\C=C\C1=CC=C(C=C1)OC